2-(3-(aminomethyl)azetidin-1-yl)-4,5-dichlorophenol NCC1CN(C1)C1=C(C=C(C(=C1)Cl)Cl)O